4-[8-amino-3-[(2S)-1-but-2-ynylpyrrolidin-2-yl]imidazo[1,5-a]pyrazin-1-yl]-N-pyridin-2-ylamide NC=1C=2N(C=CN1)C(=NC2C2=CC(=NC=C2)[NH-])[C@H]2N(CCC2)CC#CC